O1C(CCCC1)N1N=CC(=C1)C1=CC=C(C=C1)N1CCC(CC1)CO (1-(4-(1-(tetrahydro-2H-pyran-2-yl)-1H-pyrazol-4-yl)phenyl)piperidin-4-yl)methanol